3-(1-methyl-6-(((3S,4R)-3-(trifluoromethyl)piperidin-4-yl)amino)-1H-indazol-3-yl)piperidine-2,6-dione CN1N=C(C2=CC=C(C=C12)N[C@H]1[C@H](CNCC1)C(F)(F)F)C1C(NC(CC1)=O)=O